2-amino-3-(3-(2-(tert-butoxy)-2-oxoethyl)-2-oxo-2,3-dihydro-1H-benzo[d]imidazol-1-yl)propanoic acid monoHCl salt Cl.NC(C(=O)O)CN1C(N(C2=C1C=CC=C2)CC(=O)OC(C)(C)C)=O